NC1=C2C(=NC=N1)N(N=C2C2=CC=C(C=C2)OC2=CC=CC=C2)C2CCN(CC2)C(CCCCSC2=C1C(N(C(C1=C(C=C2)F)=O)C2C(NC(CC2)=O)=O)=O)=O 4-((5-(4-(4-amino-3-(4-phenoxyphenyl)-1H-pyrazolo[3,4-d]pyrimidin-1-yl)piperidin-1-yl)-5-oxopentyl)thio)-2-(2,6-dioxopiperidin-3-yl)-7-fluoroisoindoline-1,3-dione